3-O-hydroxyisobutyl-2-O-(2-hydroxydecyl)ascorbic acid OOC1=C(C(=O)O[C@@]1([C@@H](O)CO)CC(C)C)OCC(CCCCCCCC)O